C(=O)O.C(#C)C1=CC=C2C(=N1)C(=CN2)NC2=NC1=C(N2)C=CC(=C1)OC1=CC=CC=C1 N-(5-ethynyl-1H-pyrrolo[3,2-b]pyridin-3-yl)-5-phenoxy-1H-benzo[d]imidazol-2-amine formate